3-Ethyl-3-(4-hydroxybutyl-oxymethyl)oxetane C(C)C1(COC1)COCCCCO